(4S,5R)-5-[3,5-bis(trifluoromethyl)phenyl]-4-methyl-N-(1,6-naphthyridin-8-ylmethyl)-2-oxo-1,3-oxazolidine-3-carboxamide FC(C=1C=C(C=C(C1)C(F)(F)F)[C@@H]1[C@@H](N(C(O1)=O)C(=O)NCC=1C=NC=C2C=CC=NC12)C)(F)F